FC1=C(C(=CC=C1)OC)C1=NN2C(OCCC2)=C1C(=O)OCC Ethyl 2-(2-fluoro-6-methoxyphenyl)-6,7-dihydro-5H-pyrazolo[5,1-b][1,3]oxazine-3-carboxylate